CC(CC#C)N[C@@H](CCC(=O)O)C(=O)O 1-methyl-but-3-yn-1-yl-L-glutamic acid